FC(OC1=C(C=CC=C1)C1=CNC2=NC(=CC=C21)NC(=O)C2CC2)(F)F N-[3-[2-(trifluoromethoxy)phenyl]-1H-pyrrolo[2,3-b]pyridin-6-yl]cyclopropanecarboxamide